(S)-2-(1-propenylpiperidin-2-yl)-1-amino-4-(4-((4-bromopyridin-2-yl)carbamoyl)phenyl)-1H-imidazole-5-carboxamide C(=CC)N1[C@@H](CCCC1)C=1N(C(=C(N1)C1=CC=C(C=C1)C(NC1=NC=CC(=C1)Br)=O)C(=O)N)N